C(C)N1C=NC(=C1)C=1C=C(C=C2C=C(NC12)C1=CC=C(C=C1)F)NC(C=C)=O N-(7-(1-ethyl-1H-imidazol-4-yl)-2-(4-fluorophenyl)-1H-indol-5-yl)acrylamide